C(C1=CC=CC=C1)OC=1C(=C(NC2=CC=C(C=C2)F)C=CC1F)C#CC1CCOCC1 3-benzyloxy-4-fluoro-N-(4-fluorophenyl)-2-(2-tetrahydropyran-4-ylethynyl)aniline